3-(2-chloroethyl)-2-[(2-chloroethyl)amino]tetrahydro-2H-1,3,2-oxazaphosphine 2-oxide ClCCN1P(OCCC1)(NCCCl)=O